1-methyl-3-normal propyl-4-trimethylsilylcyclopentadiene CC1=CC(=C(C1)[Si](C)(C)C)CCC